C(C1=CC=CC=C1)OC1=CC=C(\C=C/2\C(=C(C3=CC(=C(C=C23)OC)OC)CC(=O)O)C)C=C1 (Z)-2-(1-(4-(benzyloxy)benzylidene)-5,6-dimethoxy-2-methyl-1H-inden-3-yl)acetic acid